CNC([C@H](CCCC1=CC=NC=C1)NC(OC(C)(C)C)=O)=O tert-butyl (S)-(1-(methylamino)-1-oxo-5-(pyridin-4-yl)pentan-2-yl)carbamate